O=C1N(C[C@H]2N1CCNC2)C21CC(C2)(C1)C(=O)O (S)-3-(3-oxohexahydroimidazo[1,5-a]pyrazin-2(3H)-yl)bicyclo[1.1.1]pentane-1-Carboxylic acid